1-butyl-3-propylpyridinium cyanide [C-]#N.C(CCC)[N+]1=CC(=CC=C1)CCC